ClC=1C2=C(SC1C(=O)NC1CCC(CC1)N)C=CC=C2 N-(3-chlorobenzo[b]thiophene-2-carbonyl)-1,4-diaminocyclohexane